pentandiamine hydrochloride Cl.C(CCCC)(N)N